[Li].[Mg].[Al].[Ni] nickel-aluminum-magnesium-lithium